Cl.Cl.COCC(C)NC1CN(CC1)C=1N=NC(=CN1)C1=C(C=C(C=C1)C=1C=NNC1)O 2-(3-{3-[(1-methoxyprop-2-yl)amino]pyrrolidin-1-yl}-1,2,4-triazin-6-yl)-5-(1H-pyrazol-4-yl)phenol dihydrochloride